N-[(1S)-1-[[1-[1-(3-chloro-6-oxo-1H-pyridazin-5-yl)-2-methoxy-ethyl]pyrazol-4-yl]carbamoyl]-2,2-dicyclopropyl-ethyl]-2-isopropyl-pyrazole-3-carboxamide ClC1=NNC(C(=C1)C(COC)N1N=CC(=C1)NC(=O)[C@H](C(C1CC1)C1CC1)NC(=O)C=1N(N=CC1)C(C)C)=O